NC1CCC(CC1)N1CCN(CC1)CCNC1CCC(CC1)N l-N-{2-[4-(4-aminocyclohexyl)piperazin-1-yl]ethyl}cyclohexane-1,4-diamine